2-fluoro-3-(4-trifluoromethylphenyl)acrylic acid FC(C(=O)O)=CC1=CC=C(C=C1)C(F)(F)F